4-Chloro-5-(cyclopropylsulfonyl)-2-nitrophenol ClC1=CC(=C(C=C1S(=O)(=O)C1CC1)O)[N+](=O)[O-]